tetradecyl-hydroxyether acetate (2-hydroxytetradecyl-acetate) OC(CCC(=O)O)CCCCCCCCCCCC.C(C)(=O)O.C(CCCCCCCCCCCCC)OO